F[C@@H]1[C@@]2(CC[C@H](C[C@H]1N(C1=CC=C(N=N1)C1=C(C=C(C=C1)C1=NC=CC(N1C)=O)O)C)N2C)C 2-(4-(6-(((1S,2S,3R,5R)-2-fluoro-1,8-dimethyl-8-azabicyclo[3.2.1]octan-3-yl)(methyl)amino)pyridazin-3-yl)-3-hydroxyphenyl)-3-methylpyrimidin-4(3H)-one